C(C)(C)(C)OC(=O)N1CC(C1)CC1=CC(=C(C=C1)Br)C 3-(4-bromo-3-methylbenzyl)azetidine-1-carboxylic acid tert-butyl ester